(1-ethoxy-7-(4-(3-fluorobenzoyl)-2,6-dimethylphenoxy)-4-hydroxyisoquinoline-3-carbonyl)glycine C(C)OC1=NC(=C(C2=CC=C(C=C12)OC1=C(C=C(C=C1C)C(C1=CC(=CC=C1)F)=O)C)O)C(=O)NCC(=O)O